(R)-N-((S)-1-(3-Fluoro-5-methoxyphenyl)-2-hydroxyethyl)-2-(2-(5-methyl-2-((1-methyl-1H-pyrazol-5-yl)amino)pyrimidin-4-yl)-4-oxo-6,7-dihydrothieno[3,2-c]pyridin-5(4H)-yl)propionamide FC=1C=C(C=C(C1)OC)[C@@H](CO)NC([C@@H](C)N1C(C2=C(CC1)SC(=C2)C2=NC(=NC=C2C)NC2=CC=NN2C)=O)=O